3-((4-chlorophthalazin-1-yl)amino)phenol ClC1=NN=C(C2=CC=CC=C12)NC=1C=C(C=CC1)O